C(C)(C)(C)OC(=O)N1CC(C1)SC1=CC=C(C=C1)O 3-((4-hydroxyphenyl)thio)azetidine-1-carboxylic acid tert-butyl ester